C(C1=CC=CC=C1)OC(=O)N1CCN(CC1)C1=CC2=C(NC=3N(CC2)N=C(C3C#N)C3=C(C(=C(C(=O)O)C=C3)C)F)C=C1 4-(7-(4-((benzyloxy)carbonyl)piperazin-1-yl)-3-cyano-9,10-dihydro-4H-benzo[d]pyrazolo[1,5-a][1,3]diazepin-2-yl)-3-fluoro-2-methylbenzoic acid